palladium tetrakis((2-Hydroxyphenyl)diphenylphosphine) OC1=C(C=CC=C1)P(C1=CC=CC=C1)C1=CC=CC=C1.OC1=C(C=CC=C1)P(C1=CC=CC=C1)C1=CC=CC=C1.OC1=C(C=CC=C1)P(C1=CC=CC=C1)C1=CC=CC=C1.OC1=C(C=CC=C1)P(C1=CC=CC=C1)C1=CC=CC=C1.[Pd]